CC1=NOC(=C1C1=CNC2=C(C=C(C=C12)C=1C=CC=C2C=CN=CC12)C(C)C)C 8-(3-(3,5-Dimethylisoxazol-4-yl)-7-isopropyl-1H-indol-5-yl)isoquinolin